benzyl 5-((diphenoxyphosphoryl) oxy)-2,3-dihydro-1,4-oxaazepine-4(7H)-carboxylate O(C1=CC=CC=C1)P(=O)(OC1=CC=CC=C1)OC=1N(CCOCC1)C(=O)OCC1=CC=CC=C1